(S)-2-(2-(2-chloro-4-(trifluoromethyl)phenoxy)acetyl)-8-(3-fluoro-5-(trifluoromethyl)phenyl)-1,3,4,12a-tetrahydrobenzo[e]pyrazino[1,2-a][1,4]diazepine-6,12(2H,11H)-dione ClC1=C(OCC(=O)N2C[C@@H]3N(C(C4=C(NC3=O)C=CC(=C4)C4=CC(=CC(=C4)C(F)(F)F)F)=O)CC2)C=CC(=C1)C(F)(F)F